1-(1,1-dioxothiolan-3-yl)pyrazole-4-carbaldehyde O=S1(CC(CC1)N1N=CC(=C1)C=O)=O